C(CCC)C1(C2=CC(=CC=C2C=2C=CC(=CC12)NC(=O)[C@H]1N(CCC1)C(C(C1=CC=CC=C1)NC([O-])=O)=O)NC(=O)[C@H]1N(CCC1)C(C(C1=CC=CC=C1)NC([O-])=O)=O)CCCC (2S,2'S)-(((9,9-dibutyl-9H-fluorene-2,7-diyl)bis(azanediyl)bis(carbonyl))bis(pyrrolidine-2,1-diyl)bis(2-oxo-1-phenylethane-2,1-diyl))dicarbamate